C1CCC2=C(C=3CCCC3C=C12)NC(=O)N=[S@](=O)(N)C1=CC=C(C=C1)CC(C)C |o1:16| (R) or (S)-N'-((1,2,3,5,6,7-hexahydro-s-indacen-4-yl)carbamoyl)-4-isobutylbenzenesulfonimidamide